N-Ethoxycarbonyl-2-2-ethoxy-1,2-dihydroquinoline C(C)OC(=O)N1C(C=CC2=CC=CC=C12)OCC